(S)-6-chloro-4-(cyclopropylethynyl)-7-((4-methoxy-6-oxopyrimidin-1(6H)-yl)methyl)-4-(trifluoromethyl)-1,4-dihydro-2H-benzo[d][1,3]oxazin-2-one ClC1=CC2=C(NC(O[C@@]2(C(F)(F)F)C#CC2CC2)=O)C=C1CN1C=NC(=CC1=O)OC